N-[2-methyl-5-[[2-[(2S)-2-methylpyrrolidin-1-yl]acetyl]amino]-3-pyridyl]-6-(2-methyl-4-pyridyl)triazolo[1,5-a]pyridine-3-carboxamide CC1=NC=C(C=C1NC(=O)C=1N=NN2C1C=CC(=C2)C2=CC(=NC=C2)C)NC(CN2[C@H](CCC2)C)=O